1-[3-({4-chloro-8-methoxy-1H,2H,3H-cyclopenta[c]quinolin-7-yl}oxy)-propyl]pyrrolidine ClC1=NC=2C=C(C(=CC2C2=C1CCC2)OC)OCCCN2CCCC2